C(C)(C)(C)OC(=O)N1[C@@H](CC[C@H](C1)NC(=O)C=1C=NC2=CC(=CC=C2C1)Cl)C(=O)O (2S,5R)-1-tert-butoxycarbonyl-5-[(7-chloroquinoline-3-carbonyl)amino]piperidine-2-carboxylic acid